7-(3-fluoro-3-methylbutan-2-yl)-2-(((3S,4R)-3-hydroxytetrahydro-2H-pyran-4-yl)amino)-5-methylpyrrolo[2,1-f][1,2,4]triazine-6-carbonitrile FC(C(C)C1=C(C(=C2C=NC(=NN21)N[C@H]2[C@@H](COCC2)O)C)C#N)(C)C